(S)-N'-((1,2,3,5,6,7-hexahydro-s-indacen-4-yl)carbamoyl)-3,3-dimethyl-2,3-dihydropyrazolo[5,1-b]oxazole-7-sulfonimidamide C1CCC2=C(C=3CCCC3C=C12)NC(=O)N=[S@@](=O)(N)C=1C=NN2C1OCC2(C)C